COC(C(C(=O)O)(C)C)C=O methoxy-2,2-dimethyl-4-oxobutanoic acid